racemic-((3R,5S,6S)-5-hydroxy-6-methylpiperidin-3-yl)carbamic acid tert-butyl ester C(C)(C)(C)OC(N[C@H]1CN[C@H]([C@H](C1)O)C)=O |r|